(4-((4-(3-((tert-butyldimethylsilyl)oxy)propyl)piperazin-1-yl)methyl)phenyl)methanol [Si](C)(C)(C(C)(C)C)OCCCN1CCN(CC1)CC1=CC=C(C=C1)CO